C(C)NC(=O)[C@H]1O[C@H]([C@@H]([C@@H]1O)O)N1C2=NC(=NC(=C2N=C1)NCC1=NC=CC(=C1)C)C=1C=NC=C(C1)OC (2S,3S,4R,5R)-N-ethyl-3,4-dihydroxyl-5-(2-(5-methoxypyridin-3-yl)-6-(((4-methylpyridin-2-yl)methyl)amino)-9H-purin-9-yl)tetrahydrofuran-2-formamide